8-((tert-butyldiphenylsilyl)oxy)-11-hydroxy-7-methoxy-2-methyl-5-oxo-11,11a-dihydro-1H-benzo[e]pyrrolo[1,2-a][1,4]diazepine-10(5H)-carboxylate [Si](C1=CC=CC=C1)(C1=CC=CC=C1)(C(C)(C)C)OC=1C(=CC2=C(N(C(C3N(C2=O)C=C(C3)C)O)C(=O)[O-])C1)OC